2-(2,6-dioxopiperidin-3-yl)-5-{4-hydroxy-1-[(1-methyl-1H-indol-2-yl)methyl]piperidin-4-yl}-2,3-dihydro-1H-isoindole-1,3-dione O=C1NC(CCC1N1C(C2=CC=C(C=C2C1=O)C1(CCN(CC1)CC=1N(C2=CC=CC=C2C1)C)O)=O)=O